N1(C=NC=C1)C1=CC=C(C=C1)CNC1=NN2C(NC(=CC2=O)CCC)=N1 2-[(4-imidazol-1-ylphenyl)methylamino]-5-propyl-4H-[1,2,4]triazolo[1,5-a]pyrimidin-7-one